2-(3-isopropyl-2-(2-methylpyridin-4-yl)-1H-indol-5-yl)-4,5,6,7-tetrahydrothieno[2,3-c]pyridine C(C)(C)C1=C(NC2=CC=C(C=C12)C1=CC2=C(CNCC2)S1)C1=CC(=NC=C1)C